1-(4-((4-amino-7-isopropyl-5-(4-phenoxyphenyl)-7H-pyrrolo[2,3-d]pyrimidin-6-yl)ethynyl)piperidin-1-yl)prop-2-en-1-one NC=1C2=C(N=CN1)N(C(=C2C2=CC=C(C=C2)OC2=CC=CC=C2)C#CC2CCN(CC2)C(C=C)=O)C(C)C